5-(4-(2-(4-((1r,3r)-3-((2-(2,6-dioxopiperidin-3-yl)-1,3-dioxoisoindolin-5-yl)amino)cyclobutyloxy)phenyl)propan-2-yl)phenoxy)pyrazin-2-nitrile O=C1NC(CC[C@H]1N1C(C2=CC=C(C=C2C1=O)NC1CC(C1)OC1=CC=C(C=C1)C(C)(C)C1=CC=C(OC=2N=CC(=NC2)C#N)C=C1)=O)=O